ClC1=CC(=C2C=NN(C(C2=C1)=O)CC1=CC=C(C=C1)OC)C(C)OCCCC(=O)O 4-(1-(7-chloro-2-(4-methoxybenzyl)-1-oxo-1,2-dihydrophthalazin-5-yl)ethoxy)butanoic acid